NCC(=O)O.C(C1=CC=CC=C1)OC=1C(=NC=C(C1C)C1=CC(=CC=C1)OC1=CC=CC=C1)C(=O)OCC ethyl (3-(benzyloxy)-4-methyl-5-(3-phenoxyphenyl) picolinate) glycinate